N1C=C(C2=CC=CC=C12)C1CN(C1)C1C(CCCC1)OC=1C=C2CN(C(C2=CC1)=O)C1C(NC(CC1)=O)=O 3-(5-((2-(3-(1H-indol-3-yl)azetidin-1-yl)cyclohexyl)oxy)-1-oxoisoindolin-2-yl)piperidine-2,6-dione